2-((1H-imidazole-1-carbonyl)oxy)-4-((3,4-difluorophenyl)amino)piperidine-1-carboxylate N1(C=NC=C1)C(=O)OC1N(CCC(C1)NC1=CC(=C(C=C1)F)F)C(=O)[O-]